(1S,2S)-N-[3-(2-ethoxy-5-fluoro-4-methoxypyridin-3-yl)-1H-pyrrolo[2,3-b]pyridin-6-yl]-2-fluorocyclopropane-1-carboxamide C(C)OC1=NC=C(C(=C1C1=CNC2=NC(=CC=C21)NC(=O)[C@H]2[C@H](C2)F)OC)F